4-chloro-2-ethyl-6-(trifluoromethyl)thieno[2,3-d]pyrimidine ClC=1C2=C(N=C(N1)CC)SC(=C2)C(F)(F)F